1-(5-chloro-2-methoxyphenyl)-N,N-dimethyl-6-(pyrazolo[1,5-a]pyrimidin-3-yl)-1H-pyrazolo[4,3-c]pyridin-4-amine ClC=1C=CC(=C(C1)N1N=CC=2C(=NC(=CC21)C=2C=NN1C2N=CC=C1)N(C)C)OC